C(=C)C=1C=C2C=NN=CC2=CC1 6-vinylphthalazin